3-((4-(2-cyanophenyl)-2-oxo-2H-chromen-7-yl)(methyl)amino)propanoic acid C(#N)C1=C(C=CC=C1)C1=CC(OC2=CC(=CC=C12)N(CCC(=O)O)C)=O